tert-butyl 6-(((6-fluoro-3-pyridyl)oxy)methyl)-2-(methoxymethoxy)-3-(2-(4,4,5,5-tetramethyl-1,3,2-dioxaborolan-2-yl)ethyl)benzoate FC1=CC=C(C=N1)OCC1=CC=C(C(=C1C(=O)OC(C)(C)C)OCOC)CCB1OC(C(O1)(C)C)(C)C